Diethyl (2-(4-fluorophenyl)-2-methylpropanoyl)-L-isoleucyl-D-glutamate FC1=CC=C(C=C1)C(C(=O)N[C@@H]([C@@H](C)CC)C(=O)N[C@H](CCC(=O)OCC)C(=O)OCC)(C)C